2-azidotetraethylene glycol methyl ether methacrylate C(C(=C)C)(=O)OCCOCCOCCOC(COC)N=[N+]=[N-]